1-Phenylsulfonyl-3,4,6-trimethyl-3-cyclohexenecarboxylic acid C1(=CC=CC=C1)S(=O)(=O)C1(CC(=C(CC1C)C)C)C(=O)O